(S)-6-(4-amino-2-oxa-8-azaspiro[4.5]decan-8-yl)-3-(1-(benzo[d]oxazol-2-yl)cyclopropyl)-1,5-dihydro-4H-pyrazolo[3,4-d]pyrimidin-4-one N[C@@H]1COCC12CCN(CC2)C=2NC(C1=C(N2)NN=C1C1(CC1)C=1OC2=C(N1)C=CC=C2)=O